CC(CC)P([O-])([O-])=O 2-butylphosphonate